N-[(E)-(5-Amino-2-chloro-4-fluorophenyl)methylene]-O-[tert-butyl(dimethyl)silyl]hydroxylamine NC=1C(=CC(=C(C1)\C=N\O[Si](C)(C)C(C)(C)C)Cl)F